N-[3-({4'-fluoro-1',2'-dihydrospiro[cyclopentane-1,3'-indol]-1'-yl}carbonyl)phenyl]pyrimidin-2-amine FC1=C2C3(CN(C2=CC=C1)C(=O)C=1C=C(C=CC1)NC1=NC=CC=N1)CCCC3